N1=C2C(=NC=C1)C(=NC=C2)N pyrido[3,4-b]pyrazine-5-amine